CC(CCCC)OC(C(=O)O)=O oxalic acid-2-n-hexyl ester